Trans-2-(4-pyridyl)cyclopropanecarboxylic acid N1=CC=C(C=C1)[C@H]1[C@@H](C1)C(=O)O